[(2E)-3-(cyclohexyl)prop-2-enoyl]-6-hydroxy-1,3-dimethyl-2-methylidene-1,2,3,4-tetrahydropyrimidin-4-one C1(CCCCC1)/C=C/C(=O)C=1C(N(C(N(C1O)C)=C)C)=O